The molecule is the organic phosphate that is the 5'-monophosphate of abacavir. It has a role as a metabolite. It is a member of 2,6-diaminopurines and an organic phosphate. It derives from an abacavir. C1CC1NC2=C3C(=NC(=N2)N)N(C=N3)[C@@H]4C[C@@H](C=C4)COP(=O)(O)O